(2R,3R,4R)-2-(acetoxymethyl)-5-(trifluoromethyl)-3,4-dihydro-2H-pyran-3,4-diyl diacetate C(C)(=O)O[C@H]1[C@H](OC=C([C@H]1OC(C)=O)C(F)(F)F)COC(C)=O